diisooctyl-ammonium phosphate octadecylamine salt C(CCCCCCCCCCCCCCCCC)N.P(=O)([O-])([O-])[O-].C(CCCCC(C)C)[NH2+]CCCCCC(C)C.C(CCCCC(C)C)[NH2+]CCCCCC(C)C.C(CCCCC(C)C)[NH2+]CCCCCC(C)C